CS(=O)(=O)N1C=CC=C1 1-methanesulfonylpyrrol